FC(C1=CC=C(C=C1)C1=NC(=C(C=C1C(=O)C1=CC=CC=C1)C(=O)C1=CC=CC=C1)C1=CC=C(C=C1)C(F)(F)F)(F)F 2,6-Bis(4-(trifluoromethyl)phenyl)pyridin-3,5-diyl-bis(phenylmethanone)